3-Ethyl-3-(4-hydroxybutyl)oxymethyloxetan C(C)C1(COC1)COCCCCO